6-(4-(2-oxo-2-phenylethyl)piperazin-1-yl)nicotinic acid O=C(CN1CCN(CC1)C1=NC=C(C(=O)O)C=C1)C1=CC=CC=C1